C(C)OC(COC1=C(C=C(C=C1F)F)C(C)=O)OCC 1-(2-(2,2-diethoxyethoxy)-3,5-difluorophenyl)ethan-1-one